(4-(6-((4-chlorobenzofuran-7-yl)methoxy)pyridin-2-yl)cyclohex-3-en-1-yl)acetic acid ClC1=CC=C(C2=C1C=CO2)COC2=CC=CC(=N2)C2=CCC(CC2)CC(=O)O